CC1(OC[C@@H](O1)CO)C |r| (S)-(±)-2,2-dimethyl-1,3-dioxolane-4-methanol